[N+](=O)([O-])C1=C(C=CC(=C1)[N+](=O)[O-])N[C@@H](CCS(=O)C)C(=O)O |r| N-(2,4-dinitrophenyl)-DL-methionine sulfoxide